FC=1C=C(C=CC1F)CN1C(C=2N(C[C@@H]1CO)C=C(N2)C2=NC(=NC=C2C)SC)=O (6R)-7-[(3,4-difluorophenyl)methyl]-6-(hydroxymethyl)-2-(5-methyl-2-methylsulfanyl-pyrimidin-4-yl)-5,6-dihydroimidazo[1,2-a]pyrazin-8-one